CC=1C(=C(C=2CC3=CC=CC=C3C2C1)C1=C(C2=C([Se]C3=C2C=CC=C3)C=C1)C1=C(C(=C(C=C1)C1=CC=CC=C1)C1=CC=CC=C1)C1=NN=NC=C1)C (dimethyl-fluorenyl)[di(phenyl)triazinylphenyl]dibenzoselenophene